Cl.C(C)OC=1C(=CC=2N(C1)N=C(C2)C)C(=O)NC=2N=NC(=CC2)C=2CCNCC2 6-ethoxy-2-methyl-N-(6-(1,2,3,6-tetrahydropyridin-4-yl)pyridazin-3-yl)pyrazolo[1,5-a]pyridine-5-carboxamide hydrochloride